FC=1C=C(C=CC1)C(C(=O)NC1=NC=CC=C1)N1CC2=NC=C(C=C2C1=O)C=1C=NC(=CC1)N1CCN(CC1)C 2-(3-fluorophenyl)-2-(3-(6-(4-methylpiperazin-1-yl)pyridin-3-yl)-5-oxo-5,7-dihydro-6H-pyrrolo[3,4-b]pyridin-6-yl)-N-(pyridin-2-yl)acetamide